FC1=C(C=CC=C1)C(CNC(=O)C1=NC=CN=C1)O N-(2-(2-fluorophenyl)-2-hydroxyethyl)pyrazine-2-carboxamide